C1=CC(=CC=C1/C=C/C=O)O p-hydroxycinnamaldehyde